BrC1=NC=C(C(=N1)Br)F 2,4-Dibromo-5-fluoropyrimidine